1-(benzyloxy)-3-methylbutan C(C1=CC=CC=C1)OCCC(C)C